2-(4-(7,7-difluoro-2-(2-methylazetidin-1-yl)-6,7-dihydro-5H-cyclopenta[d]pyrimidin-4-yl)phenoxy)-1-(piperazin-1-yl)ethan-1-one FC1(CCC2=C1N=C(N=C2C2=CC=C(OCC(=O)N1CCNCC1)C=C2)N2C(CC2)C)F